N-(6-(7-(dimethylamino)-5-ethyl-6-fluoro-1H-indazol-4-yl)imidazo[1,2-a]pyridin-2-yl)-2-fluorocyclopropane-1-carboxamide CN(C=1C(=C(C(=C2C=NNC12)C=1C=CC=2N(C1)C=C(N2)NC(=O)C2C(C2)F)CC)F)C